FC=1C=C(C=C2C=CN(C(C12)=O)C1CCNCC1)C=1C=C(C=2N(C1)C=C(N2)C)C#N 6-[8-fluoro-1-oxo-2-(piperidin-4-yl)isoquinolin-6-yl]-2-methylimidazo[1,2-a]pyridine-8-carbonitrile